N-(2-((2-(dimethylamino)ethyl)(methyl)-amino)-4-methoxy-5-((6-((R)-3-(6-methylpyridine-3-yl)isoxazolidine-2-yl)pyrimidine-4-yl)amino)phenyl)acrylamide CN(CCN(C1=C(C=C(C(=C1)OC)NC1=NC=NC(=C1)N1OCC[C@@H]1C=1C=NC(=CC1)C)NC(C=C)=O)C)C